Cl.[O-2].[O-2].[O-2].[Cr+6] Chromium trioxide HCl